OC1=CC=C(C=C1)C1(CC1)C=1C(=C(C(=O)N)C=CC1)C (1-(4-hydroxyphenyl)cyclopropyl)-2-methylbenzamide